BrC=1C=2C(C(N(C1)C)=O)=CN(C2)COCC[Si](C)(C)C 7-bromo-5-methyl-2-((2-(trimethylsilyl)ethoxy)methyl)-2,5-dihydro-4H-pyrrolo[3,4-c]pyridin-4-one